benzo[d]imidazol-3-ium chloride [Cl-].N1C=[NH+]C2=C1C=CC=C2